(S)-2,2-difluorocyclopropanecarbohydrazide hydrochloride Cl.FC1([C@@H](C1)C(=O)NN)F